N1C2=C(OCC1)N=CC(=C2)C=2C(=C1/C(/C(NC1=C(C2)F)=O)=C/C2=CN=C(N2)C)C (Z)-5-(2,3-dihydro-1H-pyrido[2,3-b][1,4]oxazin-7-yl)-7-fluoro-4-methyl-3-((2-methyl-1H-imidazol-5-yl)methylene)indolin-2-one